FC(CN1OCCC1)(F)F (R*)-2-(2,2,2-trifluoroethyl)isoxazolidin